2-(8-fluoro-6-(5-fluoro-2-((5-(piperidin-4-yl)pyridin-2-yl)amino)pyridin-4-yl)quinolin-4-yl)propan-2-ol FC=1C=C(C=C2C(=CC=NC12)C(C)(C)O)C1=CC(=NC=C1F)NC1=NC=C(C=C1)C1CCNCC1